6-bromoimidazo[1,2-a]pyrazine-3-carboxylic acid BrC=1N=CC=2N(C1)C(=CN2)C(=O)O